(4-tert-butylcyclohexyl)succinic acid phytyl ester C(\C=C(/C)\CCC[C@H](C)CCC[C@H](C)CCCC(C)C)OC(C(CC(=O)O)C1CCC(CC1)C(C)(C)C)=O